(2R,3R,4R,5S)-2-methyl-1-(spiro[2.5]octan-6-ylmethyl)piperidine-3,4,5-triol C[C@H]1N(C[C@@H]([C@H]([C@@H]1O)O)O)CC1CCC2(CC2)CC1